1-[(3R)-3-[4-[(7-fluoro-1,2-benzothiazol-6-yl)amino]quinazolin-6-yl]pyrrolidin-1-yl]prop-2-en-1-one FC1=C(C=CC=2C=NSC21)NC2=NC=NC1=CC=C(C=C21)[C@@H]2CN(CC2)C(C=C)=O